CP(=O)(C)C1=C2C(N(C(C2=CC(=C1)C1=NC(=NC=C1F)NC1=C(C=CC(=C1)N1CCN(CC1)C)OC(F)(F)F)=O)C(=O)OC(C)(C)C)C tert-butyl 4-(dimethylphosphoryl)-6-(5-fluoro-2-((5-(4-methylpiperazin-1-yl)-2-(trifluoromethoxy) phenyl) amino) pyrimidin-4-yl)-3-methyl-1-oxoisoindoline-2-carboxylate